prop-2-en-1-yl 4-(4-{3-[(tert-butoxycarbonyl) amino]propanamido}-1-methylpyrrole-2-amido)-1-methylpyrrole-2-carboxylate C(C)(C)(C)OC(=O)NCCC(=O)NC=1C=C(N(C1)C)C(=O)NC=1C=C(N(C1)C)C(=O)OCC=C